6-[[5-Fluoro-3-[(1-fluorocyclopropyl)methoxy]-2-pyridyl]oxy]-N-(4-methyl-1,1-dioxo-thian-4-yl)imidazo[1,2-b]pyridazine-2-carboxamide FC=1C=C(C(=NC1)OC=1C=CC=2N(N1)C=C(N2)C(=O)NC2(CCS(CC2)(=O)=O)C)OCC2(CC2)F